2-(3,4-difluoro-5-isopropyl-2-methoxyphenyl)-2-((R)-3-((5-(5,6,7,8-tetrahydro-1,8-naphthyridin-2-yl)pentyl)oxy)pyrrolidin-1-yl)acetic acid FC=1C(=C(C=C(C1F)C(C)C)C(C(=O)O)N1C[C@@H](CC1)OCCCCCC1=NC=2NCCCC2C=C1)OC